2-Methyloctanol CC(CO)CCCCCC